C(C=C)(=O)NC=1C=C(C=CC1)N1C(N(C=2C=NC=CC21)C2=CC=C(C=C2)NC(C2=CC=C(C=C2)C(F)(F)F)=O)=O N-(4-(1-(3-acrylamidophenyl)-2-oxo-1,2-dihydro-3H-imidazo[4,5-c]pyridin-3-yl)phenyl)-4-(trifluoromethyl)benzamide